methyl-N-(oxetan-3-ylidene)propane-2-sulfinamide CCC(C)S(=O)N=C1COC1